CCCCC1C(=O)N(N(C1=O)C2=CC=CC=C2)C3=CC=CC=C3 The molecule is a member of the class of pyrazolidines that is 1,2-diphenylpyrazolidine-3,5-dione carrying a butyl group at the 4-position. It has a role as a non-narcotic analgesic, a non-steroidal anti-inflammatory drug, an antirheumatic drug, a peripheral nervous system drug, a metabolite and an EC 1.1.1.184 [carbonyl reductase (NADPH)] inhibitor.